{1,4-dioxaspiro[4.5]dec-7-en-8-yl}-2-methoxyaniline O1CCOC12CC=C(CC2)NC2=C(C=CC=C2)OC